C(C)S(=O)(=O)NC1=C(C=C(C=C1)C1=NNC(=C1C(=O)N)NC=1C=NC=CC1)OCC1=CC=C(C=C1)F 3-(4-(ethylsulfonamido)-3-((4-fluorobenzyl)oxy)phenyl)-5-(pyridin-3-ylamino)-1H-pyrazole-4-carboxamide